C(C)(C)(C)C1N(CCC(C1)OC=1C=C2C(=NC=NC2=CC1OC1CC1)Cl)C(=O)O.C(C)(C)(CC)O[Si](O)(OC(C)(C)CC)OC(C)(C)CC tris-(tert-pentoxy)silanol tert-butyl-4-((4-chloro-7-cyclopropoxyquinazolin-6-yl)oxy)piperidine-1-carboxylate